4-bromo-N-methyl-N-(trifluoromethyl)pyridin-2-amine BrC1=CC(=NC=C1)N(C(F)(F)F)C